ClC=1C=C(C(N(N1)C)=O)NC1=NN2C(COCC2)=C1 6-Chloro-4-(6,7-dihydro-4H-pyrazolo[5,1-c][1,4]oxazin-2-ylamino)-2-methylpyridazin-3(2H)-one